(S)-4-((2-phenoxyethyl)(4-(5,6,7,8-tetrahydro-1,8-naphthyridin-2-yl)butyl)amino)-2-((5-phenylpyrimidin-4-yl)amino)butanoic acid O(C1=CC=CC=C1)CCN(CC[C@@H](C(=O)O)NC1=NC=NC=C1C1=CC=CC=C1)CCCCC1=NC=2NCCCC2C=C1